tert-Butyl 4-[4-[[6-[[2-chloro-6-[3-[2-[1-(trifluoromethyl)cyclopropyl] ethoxy]pyrazol-1-yl]pyridine-3-carbonyl]sulfamoyl]-3-pyridyl]amino]butyl]-2,2-dimethyl-pyrrolidine-1-carboxylate ClC1=NC(=CC=C1C(=O)NS(=O)(=O)C1=CC=C(C=N1)NCCCCC1CC(N(C1)C(=O)OC(C)(C)C)(C)C)N1N=C(C=C1)OCCC1(CC1)C(F)(F)F